CC1=C(C(=CC=C1)C)N[C@@H](C(=O)[O-])C R-2,6-dimethylphenylaminopropionate